(2-bromo-6-fluorobenzyl)-4-formylpiperidine-1-carboxylic acid tert-butyl ester C(C)(C)(C)OC(=O)N1C(CC(CC1)C=O)CC1=C(C=CC=C1F)Br